ethyl hydrazinoformate (ethyl carbazate) C(C)N(C(=O)O)N.N(N)C(=O)OCC